OC1=C(C=C(C=C1C)C(=O)C1=CC(=C(C(=C1)C)O)C)C bis(4-hydroxy-3,5-dimethylphenyl) ketone